6-(tert-butyl) 8-ethyl 2-(pyrimidin-2-yl)-2,6-diazaspiro[3.4]octane-6,8-dicarboxylate N1=C(N=CC=C1)N1CC2(C1)CN(CC2C(=O)OCC)C(=O)OC(C)(C)C